2-[1-(2-bromophenyl)ethyl]-1,3-dioxane-5-carbaldehyde BrC1=C(C=CC=C1)C(C)C1OCC(CO1)C=O